2-(4-chloro-3-fluorophenoxy)-N-{3-[(pyrido[2,3-b]pyrazin-7-yl)amino]bicyclo[1.1.1]pent-1-yl}acetamide ClC1=C(C=C(OCC(=O)NC23CC(C2)(C3)NC3=CC=2C(=NC=CN2)N=C3)C=C1)F